COC(=O)C1=CC=C2C=CC=[N+](C2=C1)[O-] 7-(methoxycarbonyl)quinoline 1-oxide